Cl.FC1(C[C@H](CNC1)N1C(CC(CC1)C)=O)F (3'R)-5',5'-difluoro-4-methyl-[1,3'-bipiperidin]-2-one hydrochloride